C(C)OC(=O)C1=C(N=C(N1OCC1=CC=C(C=C1)F)C1=CC(=CC=C1)C#N)C 2-(3-cyanophenyl)-1-[(4-fluorobenzyl)oxy]-4-methyl-1H-imidazole-5-carboxylic acid ethyl ester